FC1=CC=C(C=C1)C(C)C1=C(N=C(C(=N1)C(=O)O)C)NCCN1CCCC1 6-(1-(4-fluorophenyl)ethyl)-3-methyl-5-((2-(pyrrolidin-1-yl)ethyl)amino)pyrazine-2-carboxylic acid